Bismuth methansulfonate CS(=O)(=O)[O-].[Bi+3].CS(=O)(=O)[O-].CS(=O)(=O)[O-]